(1S,3R)-1-AMINO-3-HYDROXYCYCLOPENTANECARBOXYLIC ACID N[C@@]1(C[C@@H](CC1)O)C(=O)O